(3,4-dihydroxyphenyl)ethan-1-one O-(3-(5-propyl-1,2,4-oxadiazol-3-yl)benzyl) oxime C(CC)C1=NC(=NO1)C=1C=C(CON=C(C)C2=CC(=C(C=C2)O)O)C=CC1